BrC1=C(C=C2CCN3C(C2=C1)=CC=C3C(=O)OCC)OC Ethyl 9-bromo-8-methoxy-5,6-dihydropyrrolo[2,1-a]isoquinoline-3-carboxylate